FC1=C(C=C(C(=C1)C(F)(F)F)F)NS(=O)(=O)C1=CNC(=C1)C=1SC(=CN1)C N-[2,5-difluoro-4-(trifluoromethyl)phenyl]-5-(5-methyl-1,3-thiazol-2-yl)-1H-pyrrole-3-sulfonamide